O1CCN(CC1)C1=NC(=C2N=CN(C2=N1)/N=C/C=1C=C(C=CC1)C)OC1=NC=CC=C1 (E)-N-(2-morpholino-6-(pyridin-2-yloxy)-9H-purin-9-yl)-1-(m-tolyl)methanimine